1,3,5-trivinyltoluene C(=C)C1(C)CC(=CC(=C1)C=C)C=C